N3-[(2R)-1,1-difluoropropan-2-yl]-N5-(4-fluoro-3-methylphenyl)-4H,5H,6H,7H-[1,2]oxazolo[4,3-c]pyridine-3,5-dicarboxamide FC([C@@H](C)NC(=O)C=1ON=C2C1CN(CC2)C(=O)NC2=CC(=C(C=C2)F)C)F